5-({1,3-dioxo-2-[2-(pyridin-4-ylsulfanyl)acetyl]-2,3-dihydro-1H-inden-5-yl}sulfonyl)-2-[2-(pyridin-4-ylsulfanyl)acetyl]-2,3-dihydro-1H-indene-1,3-dione O=C1C(C(C2=CC(=CC=C12)S(=O)(=O)C=1C=C2C(C(C(C2=CC1)=O)C(CSC1=CC=NC=C1)=O)=O)=O)C(CSC1=CC=NC=C1)=O